1,2-bis[(2-methyl-phenyl)amino]ethane CC1=C(C=CC=C1)NCCNC1=C(C=CC=C1)C